BrC1=CC(=C2C=NC(=NC2=C1)NC(=O)NCC1CCOCC1)OC 1-(7-bromo-5-methoxyquinazolin-2-yl)-3-((tetrahydro-2H-pyran-4-yl)methyl)urea